deuteroalcohol [2H]O